Cl.Cl.CC=1C(=NNC1)CN (4-methyl-1H-pyrazol-3-yl)methylamine dihydrochloride